O[C@@H]1C[C@H](N(C1)C(=O)[C@H](C(C)C)C1=CC(=NO1)OC1CCN(CC1)C(=O)OC(C)(C)C)C(N[C@@H](C)C1=CC=C(C=C1)C1=C(N=CS1)C)=O tert-butyl 4-[5-[(1R)-1-[(2S,4R)-4-hydroxy-2-[[(1S)-1-[4-(4-methyl thiazol-5-yl)phenyl]ethyl]carbamoyl]pyrrolidine-1-carbonyl]-2-methyl-propyl]isoxazol-3-yl]oxypiperidine-1-carboxylate